6'-[2-(2-oxopyrrolidin-3-yl)ethoxy]-2',3'-dihydrospiro[cyclohexane-1,1'-indene]-4-carboxylic acid methyl ester COC(=O)C1CCC2(CCC3=CC=C(C=C23)OCCC2C(NCC2)=O)CC1